C(N)(=O)C=1C=NN(C1)[C@@H]1COCC[C@H]1C#N 4-carbamoyl-1-(trans-4-cyanotetrahydro-2H-pyran-3-yl)pyrazol